4,1-diethylaminopentanol C(C)NC(CCC(O)NCC)C